[Ga]=[Se].[In].[Cu].[Se] selenium-copper indium gallium selenide